5-[[6-[3-(Difluoromethyl)-4-fluoro-phenyl]pyrazolo[4,3-b]pyridin-1-yl]methyl]isoxazole FC(C=1C=C(C=CC1F)C=1C=C2C(=NC1)C=NN2CC2=CC=NO2)F